FC=1C=CC(=NC1C)C1=NNC=C1C=1N=C2C=C(C=NC2=CC1)C=1C=NN(C1)CC1CC(C1)N 3-[[4-[6-[3-(5-fluoro-6-methyl-2-pyridyl)-1H-pyrazol-4-yl]-1,5-naphthyridin-3-yl]pyrazol-1-yl]methyl]cyclobutanamine